NC1=C(C(=C(C=C1)C1=CC(=CC=C1)CC)N)CC diamino-3,3'-diethylbiphenyl